camphenic acid C12(C(C)(C)C(=C)C(CC1)C2)C(=O)O